[Br-].[Br-].C(CCC)[N+](CCCCCC[N+](CCCC)(CCCC)CCCC)(CCCC)CCCC N,N,N,N',N',N'-Hexabutylhexa-methylene-diammonium dibromide